C(CCC)N(C1=C(C=NC2=CC(=C(C=C12)OC)OC)S(=O)(=O)C1=CC=C(C=C1)OC)CCCC N,N-dibutyl-6,7-dimethoxy-3-((4-methoxyphenyl)sulfonyl)quinolin-4-amine